C(C)(C)(C)OC(CN1N=C(C(=C1)C1=CC=C(C=C1)C1=CN=C(N1C)C(=O)OCC)C)=O ethyl 5-[4-[1-(2-tert-butoxy-2-oxo-ethyl)-3-methyl-pyrazol-4-yl]phenyl]-1-methyl-imidazole-2-carboxylate